CCCCCCCCC1C(O1)CCCCCCCC(=O)OCCCCCC(C)C isooctyl epoxystearate